((3R,4S)-3-methyl-1-(methylsulfonyl)piperidin-4-yl)-5-((prop-2-yl-2-d)oxy)-6-(1H-pyrazol-4-yl)-[1,2,4]triazolo[1,5-a]pyrazin-2-amine C[C@H]1CN(CC[C@@H]1C=1C=2N(C(=C(N1)C=1C=NNC1)OC(C)(C)[2H])N=C(N2)N)S(=O)(=O)C